Tetramethyldipropylenetriamine CN(C)CCCNCCCN(C)C